[N+](=O)([O-])N1CN(CN(C1)[N+](=O)[O-])[N+](=O)[O-] 1,3,5-trinitro-1,3,5-triazine